acetic acid-2-methylpropan-2-yl ester CC(C)(C)OC(C)=O